Tert-butyl ((1S)-2-((1S,3S,5S)-3-cyano-2-azabicyclo[3.1.0]hexan-2-yl)-1-((1S,3R,5S)-3-(2-hydroxyethoxy)adamantan-1-yl)-2-oxoethyl)carbamate C(#N)[C@H]1N([C@H]2C[C@H]2C1)C([C@H](C12CC3(C[C@@H](CC(C1)C3)C2)OCCO)NC(OC(C)(C)C)=O)=O